9-oxa-2λ6-thia-3,5,12,19-tetraazatricyclo[12.3.1.14,8]nonadeca-1(17),4(19),5,7,14(18),15-hexaene-2,2,13-trione C=12S(NC=3N=CC=C(OCCNC(C(C=CC1)=C2)=O)N3)(=O)=O